OCC(COC(CCCCCCC\C=C/C\C=C/CCCCC)=O)C 2-(hydroxymethyl)propyl-(9Z,12Z)-octadec-9,12-dienoate